5-(3-Ethoxy-3-oxopropyl)-6-methoxypyridine C(C)OC(CCC=1C=CC=NC1OC)=O